COC=1C=C2C(=CC=NC2=CC1OC)OC1=CC=C(N)C=C1 4-[(6,7-Dimethoxy-4-quinolyl)oxy]aniline